P(=O)(O)(O)O.N1=C(N)N=C(N)N=C1N.N1=C(N)N=C(N)N=C1N dimelamine phosphate